2-(4-methyl-3-pentenyl)-6-chloro-9-acryloyloxy-10-acetoxy-1,2,3,4-tetrahydroanthracene CC(=CCCC1CC2=C(C3=CC=C(C=C3C(=C2CC1)OC(C)=O)Cl)OC(C=C)=O)C